5-Bromo-2-cyano-pyridine BrC=1C=CC(=NC1)C#N